OC1=C(C=CC(=C1C)S(=O)(=O)C)C 2-hydroxy-4-methylsulfonyl-m-xylene